tetrastearyl-thiuram monosulfide C(CCCCCCCCCCCCCCCCC)N(C(SC(N(CCCCCCCCCCCCCCCCCC)CCCCCCCCCCCCCCCCCC)=S)=S)CCCCCCCCCCCCCCCCCC